C1(=C(C=C(C=C1)C)C)P 2,4-xylylphosphine